FC1=C(C(=O)OCC(C(CCCC(CS(=O)(=O)CC(=O)OC)(C)C)(C)C2=CC(=CC=C2)CCC(=O)OC)=O)C=C(C=C1)OC=1C(=C2C=CNC2=CC1F)C=C 8-((2-Methoxy-2-oxoethyl)sulfonyl)-3-(3-(3-methoxy-3-oxopropyl)phenyl)-3,7,7-trimethyl-2-oxooctyl 2-fluoro-5-((6-fluoro-4-vinyl-1H-indol-5-yl)oxy)benzoate